(R or S)-(3-chloro-4-fluorophenyl)(4-(trifluoromethyl)phenyl)methanamine hydrochloride Cl.ClC=1C=C(C=CC1F)[C@H](N)C1=CC=C(C=C1)C(F)(F)F |o1:9|